ClC1=C(OC2CN(C2)C(=O)N2C[C@@H]3[C@@H](OCC(N3)=O)CC2)C=CC=C1N1CC2(C1)OCCCC2 (+)-(4aR,8aS)-6-[3-[2-chloro-3-(5-oxa-2-azaspiro[3.5]nonan-2-yl)phenoxy]azetidine-1-carbonyl]-4,4a,5,7,8,8a-hexahydropyrido[4,3-b][1,4]oxazin-3-one